2-({[(4-nitrophenyl)amino]carbonyl}amino)-3-phenylpropionic acid [N+](=O)([O-])C1=CC=C(C=C1)NC(=O)NC(C(=O)O)CC1=CC=CC=C1